(R)-3-((1,8-naphthyridin-3-yl)amino)pyrrolidine-1-carboxylic acid tert-butyl ester C(C)(C)(C)OC(=O)N1C[C@@H](CC1)NC=1C=NC2=NC=CC=C2C1